COC1=CC=C(C=C1)C1=NC(=NC(=N1)C(Cl)(Cl)Cl)C(Cl)(Cl)Cl 2-(p-methoxyphenyl)-4,6-bis(trichloromethyl)s-triazine